C(C)(C)(C)OC(=O)N1C(C[C@@H](C1)CCCNC1=NC(=CC=C1)S(N)(=O)=O)(C)C.OCCN(C1=CC=CC=C1)CCO N,N-bis[2-hydroxyethyl]aniline tert-butyl-(4S)-2,2-dimethyl-4-[3-[(6-sulfamoyl-2-pyridyl)amino]propyl]pyrrolidine-1-carboxylate